OCCNC1=NC=C(C=N1)C(=O)NC1=NC=2C(=C(C=CC2C=2N1CCN2)OCCCN2CCOCC2)OC 2-[(2-hydroxyethyl)amino]-N-[7-methoxy-8-(3-morpholin-4-ylpropoxy)-2,3-dihydroimidazo[1,2-c]quinazolin-5-yl]pyrimidine-5-carboxamide